C6-chloro-1-(oxetan-3-yl)-1H-pyrrolo[2,3-b]pyridine-4-carbaldehyde ClC=1C=C(C2=C(N1)N(C=C2)C2COC2)C=O